O1CC(CCC1)C(=O)O 1,1-dioxan-3-carboxylic acid